cyano-2-(2-cyanoisoindolin-4-yl)-3-fluorobenzamide C(#N)C1=C(C(=C(C(=O)N)C=C1)C1=C2CN(CC2=CC=C1)C#N)F